(R)-3-chloro-4-(6-(fluoromethyl)-2-(5-fluoropyridin-2-yl)-6-methyl-4,5,6,7-tetrahydro-Pyrazolo[1,5-a]Pyridin-3-yl)-1H-pyrazolo[3,4-b]Pyridine ClC1=NNC2=NC=CC(=C21)C=2C(=NN1C2CC[C@@](C1)(C)CF)C1=NC=C(C=C1)F